Cl.Cl.C[C@@]12[C@@H](CNC1)CN(C2)C2=NC(=NC=C2)N 4-((3aR,6aS)-3a-methylhexahydropyrrolo[3,4-c]pyrrol-2(1H)-yl)pyrimidin-2-amine dihydrochloride